ClC=1C=C(C=CC1C(C)C)C=1C=C2CCC(C2=CC1)N1CCC(CC1)C(=O)O (5-(3-chloro-4-isopropylphenyl)-2,3-dihydro-1H-inden-1-yl)piperidine-4-carboxylic acid